C(C)(=O)O.C(C)(=O)O.C(C(C)N)N propylenediamine diacetic acid